C(C)(C)(C)OC(=O)NCCOC([C@@H]([C@@H](CCCCCC)OCCNC(=O)OC(C)(C)C)C)=O.C(C1CO1)OCCCCO[Si](OC)(OC)C glycidoxypropyl-methyl-trimethoxysilane 2-((tert-Butoxycarbonyl)amino)ethyl-(2R,3R)-3-(2-((tert-butoxycarbonyl)amino)ethoxy)-2-methylnonanoate